(R)-3-(2,2-difluoroethyl)piperidine hydrochloride Cl.FC(C[C@@H]1CNCCC1)F